CC(CO)(O)C 2,2-Di-methyl-1,2-ethandiol